(R)-7-(2-((2-ethyl-4-(3-methylpiperazin-1-yl)phenyl)amino)-5-(trifluoromethyl)pyrimidin-4-yl)-2,3-dihydro-5H-thieno[3,2-e][1,4]oxathiepine 1,1-dioxide C(C)C1=C(C=CC(=C1)N1C[C@H](NCC1)C)NC1=NC=C(C(=N1)C1=CC=2S(CCOCC2S1)(=O)=O)C(F)(F)F